8-(1-Ethyl-3-methyl-1H-pyrazol-4-yl)-1-(3-fluoro-5-methoxypyridin-4-yl)-7-methoxy-3-methyl-1,3-dihydroimidazo[4,5-c]quinolin-2-one C(C)N1N=C(C(=C1)C1=CC=2C3=C(C=NC2C=C1OC)N(C(N3C3=C(C=NC=C3OC)F)=O)C)C